(Benzylbutylamino)-2-pyridin-2-yl-4,5,6,7-tetrahydro-2H-indazol-3-ol hydrochloride Cl.C(C1=CC=CC=C1)N(CCCC)C1C2=C(N(N=C2CCC1)C1=NC=CC=C1)O